2,2,2-Trifluoro-1-(4-(pyridin-4-ylmethyl)-1H-imidazol-2-yl)ethanol FC(C(O)C=1NC=C(N1)CC1=CC=NC=C1)(F)F